tert-butyl 7-[8-([8-fluoro-2-methylimidazo[1,2-a]pyridin-6-yl]carbamoyl) cinnolin-5-yl]-4,7-diazaspiro[2.5]octane-4-carboxylate FC=1C=2N(C=C(C1)NC(=O)C=1C=CC(=C3C=CN=NC13)N1CCN(C3(CC3)C1)C(=O)OC(C)(C)C)C=C(N2)C